C(CCCCCCCCCCCCCCCCCCC)(=O)OC(C)C isopropyl arachidate